1-[5-tert-butyl-2-(3-fluorophenyl)pyrazol-3-yl]-3-[2-methylsulfanyl-4-[(3-oxo-4H-pyrido[3,2-b][1,4]oxazin-8-yl)oxy]phenyl]urea C(C)(C)(C)C=1C=C(N(N1)C1=CC(=CC=C1)F)NC(=O)NC1=C(C=C(C=C1)OC1=CC=NC2=C1OCC(N2)=O)SC